C1(=CC=CC=C1)S(=O)(=O)C1(CCCC1)C(=O)O 1-(benzenesulfonyl)cyclopentanecarboxylic acid